C(C)NC1=NC(=CC(=C1)C1=C(C=C(C#N)C=C1)C1=NN=CN1C)N1C(C2=CC(=CC(=C2C1)C(F)(F)F)CN[C@H]1[C@H](CCC1)F)=O 4-[2-(ethylamino)-6-[6-({[(1R,2S)-2-fluorocyclopentyl]amino}methyl)-1-oxo-4-(trifluoromethyl)-3H-isoindol-2-yl]pyridin-4-yl]-3-(4-methyl-1,2,4-triazol-3-yl)benzonitrile